butyl 2-chloro-7,8-dihydropyrido[4,3-d]pyrimidine-6(5H)-carboxylate ClC=1N=CC2=C(N1)CCN(C2)C(=O)OCCCC